CC([C@@H](C(=O)N1[C@@H](C[C@H](C1)O)C(=O)NC)N1N=NC(=C1)CCCS(N)(=O)=O)(C)C (2S,4r)-1-[(2S)-3,3-dimethyl-2-[4-(3-sulfamoylpropyl)triazol-1-yl]butyryl]-4-hydroxy-N-methyl-pyrrolidine-2-carboxamide